N-(2-(2-(4-chlorobenzyl)-5-(3,5-difluorobenzyl)-3-oxo-2,3,4,5,6,7-hexahydro-1H-pyrazolo[4,3-c]pyridin-1-yl)ethyl)-2-hydroxy-N-methylacetamide ClC1=CC=C(CN2N(C3=C(CN(CC3)CC3=CC(=CC(=C3)F)F)C2=O)CCN(C(CO)=O)C)C=C1